P(OC1=C(C(=CC=C1)C(C)(C)C)C(C)(C)C)(OC1=C(C(=CC=C1)C(C)(C)C)C(C)(C)C)OC1=C(C(=CC=C1)C(C)(C)C)C(C)(C)C tris-(di-tert-butylphenyl) phosphite